COC(CN)(C)OC 2,2-dimethoxypropylamine